5-(3,3-difluoro-4,4-dimethylpyrrolidin-1-yl)-7-(2,4-dimethoxypyrimidin-5-yl)imidazo[1,2-a]pyrimidine FC1(CN(CC1(C)C)C1=CC(=NC=2N1C=CN2)C=2C(=NC(=NC2)OC)OC)F